2,3,3,4-tetramethylglutaronitrile CC(C#N)C(C(C#N)C)(C)C